OC(C)C.[Na] sodium 2-hydroxypropane